(S)-N-(1-amino-3-hydroxy-2-methyl-1-oxopropan-2-yl)-5-benzyl-2-methylbenzofuran-3-carboxamide NC([C@@](CO)(C)NC(=O)C1=C(OC2=C1C=C(C=C2)CC2=CC=CC=C2)C)=O